N-(thieno[3,2-c]pyridin-4-yl)benzamide S1C=CC=2C(=NC=CC21)NC(C2=CC=CC=C2)=O